Chloro-2-hydroxypropyltrimethylammonium chlorid ((2-amino-6-(trifluoromethyl)phenyl)amino)azepane-1-carboxylate NC1=C(C(=CC=C1)C(F)(F)F)NC1N(CCCCC1)C(=O)[O-].[Cl-].ClC[N+](C)(C)CC(C)O.ClC[N+](CC(C)O)(C)C